C(=O)(O)CCOCCOCC[N+](CCNC(COCCOCCNC(COCCOCCNC(CCC(NC(CCCCCCCCCCCCCCCCC(OC(C)(C)C)=O)=O)CS(=O)(=O)O)=O)=O)=O)(C)C N-(2-(2-(2-carboxyethoxy)ethoxy)ethyl)-N,N,46,46-tetramethyl-4,13,22,27,44-pentaoxo-25-(sulfomethyl)-6,9,15,18,45-pentaoxa-3,12,21,26-tetraazaheptatetracontan-1-aminium